(2R,3S,5R)-2-hydroxymethyl-2-methyl-3,5-diisopropenyl-cyclohexanone OC[C@@]1(C(C[C@@H](C[C@H]1C(=C)C)C(=C)C)=O)C